ClC1=CC=CC=2N1N=C(C2)[C@H]2N(CCC1=C2N=CN1)C(=O)C=1OC(=NN1)C1=NC(=CC=C1)C (S)-(4-(7-chloropyrazolo[1,5-a]pyridin-2-yl)-6,7-dihydro-1H-imidazo[4,5-c]pyridin-5(4H)-yl)(5-(6-methylpyridin-2-yl)-1,3,4-oxadiazol-2-yl)methanone